CC1=NNC(=C1NC(C1=C(C=C(C=C1)OC(F)(F)F)C=C)=O)C N-(3,5-dimethyl-1H-pyrazol-4-yl)-4-(trifluoromethoxy)-2-vinyl-benzamide